2,2,2-trifluoroethyl ethenesulfonate C(=C)S(=O)(=O)OCC(F)(F)F